C(C)(C)[NH+]1CN(C2=C1C(C1=CC=CC=C1C2=NO)=O)C (E) or (Z)-1-isopropyl-4-(hydroxyimino)-3-methyl-9-oxo-4,9-dihydro-1H-naphtho[2,3-d]imidazol-ium